2-chloro-4-(trifluoromethyl)thiazole-5-carbonitrile ClC=1SC(=C(N1)C(F)(F)F)C#N